tert-butyl (3-amino-2-methylpropyl)carbamate NCC(CNC(OC(C)(C)C)=O)C